The molecule is an organoammonium salt that is the diethylammonium salt of 1,1-diethyl-2-hydroxy-3-oxotriazane. It has a role as a nitric oxide donor. It contains a NONOate(1-). CCNCC.CCN(CC)/[N+](=N/O)/[O-]